C1(=CC=CC=C1)CCC(=O)OCC ethyl 3-phenylpropionate